hexylamino-1,3,5-triazine-2-thione-4-thiol sodium [Na].C(CCCCC)NC1=NC(=NC(N1)=S)S